(4-(3-hydroxyoxetan-3-yl)phenyl)(4-(4-(trifluoromethoxy)phenyl)piperidin-1-yl)methanone OC1(COC1)C1=CC=C(C=C1)C(=O)N1CCC(CC1)C1=CC=C(C=C1)OC(F)(F)F